N(C)(C)C(C(=O)N)=C aza-isopropylacrylamide